4-oxo-pyrrolidine-3-carboxylic acid ethyl ester C(C)OC(=O)C1CNCC1=O